N-{3-methoxy-5-[1-(methylamino)isoquinolin-7-yl]phenyl}prop-2-enamide COC=1C=C(C=C(C1)C1=CC=C2C=CN=C(C2=C1)NC)NC(C=C)=O